2,8-dibromodibenzofuran BrC1=CC2=C(OC3=C2C=C(C=C3)Br)C=C1